3-bromo-4-fluoro-N-isopentyl-benzamide lithium D-lactate C([C@H](O)C)(=O)[O-].[Li+].BrC=1C=C(C(=O)NCCC(C)C)C=CC1F